CC1(NC=CC=C1)SN1SC(=CN1)SC1(NC=CC=C1)C 2,5-bis-(2'-methylpyridinylthio)-thiadiazole